[Ni].C[C@H]1N(CCOC1)C1=CC(=C2C(=N1)C(=NS2)C2=CC(=NN2C2OCCCC2)C)C2(CC2)S(=O)(=O)C (3R)-3-methyl-4-(3-(3-methyl-1-(tetrahydro-2H-pyran-2-yl)-1H-pyrazol-5-yl)-7-(1-(methylsulfonyl)cyclopropyl)isothiazolo[4,5-b]pyridin-5-yl)morpholine nickel (0)